C(C)(C)(C)OC(=O)NC1(CC(CC1)C)C(=O)ON1C(CCC1=O)=O 2,5-dioxopyrrolidin-1-yl 1-((tert-butoxycarbonyl)amino)-3-methylcyclopentane-1-carboxylate